C(#N)C1=CC=C(C=C1)C1=NC2=C(N1C1=CC=C(C=C1)C)C=CC(=C2)C(=O)OC methyl 2-(4-cyanophenyl)-1-(p-tolyl)-1H-benzo[d]imidazole-5-carboxylate